C(C)(=O)N1CC(N(CC1)C(=O)OC(C)(C)C)(C)C tert-butyl 4-acetyl-2,2-dimethylpiperazine-1-carboxylate